CSC1=NC=C(C(=N1)NC(CC)=O)C(=O)OCC ethyl 2-(methylsulfanyl)-4-propanamidopyrimidine-5-carboxylate